(1s,4s)-4-(8-(2-chloro-4,6-difluorophenylamino)-2-((1R,3r)-3-hydroxycyclobutylamino)-9H-purin-9-yl)cyclohexanecarboxamide ClC1=C(C(=CC(=C1)F)F)NC=1N(C2=NC(=NC=C2N1)NC1CC(C1)O)C1CCC(CC1)C(=O)N